FC(C1=CC(=NC=C1)C=O)F 4-(difluoromethyl)picolinaldehyde